(2S)-3-hydroxy-3-methyl-2-(methylamino)butanoic acid methyl ester (trifluoroacetate) FC(C(=O)O)(F)F.COC([C@H](C(C)(C)O)NC)=O